dibenzyl (1-hydroxypropan-2-yl) phosphate P(=O)(OCC1=CC=CC=C1)(OCC1=CC=CC=C1)OC(CO)C